tert-Butyl 4-(2-bromo-4-formylphenyl)piperazine-1-carboxylate BrC1=C(C=CC(=C1)C=O)N1CCN(CC1)C(=O)OC(C)(C)C